1-hydroxy-2-nitropropane OCC(C)[N+](=O)[O-]